Methyl 2-(6-fluoro-1,1-dimethylisochroman-8-yl)-2-(3-(5-(5,6,7,8-tetrahydro-1,8-naphthyridin-2-yl)pentyloxy)azetidin-1-yl)acetate FC=1C=C2CCOC(C2=C(C1)C(C(=O)OC)N1CC(C1)OCCCCCC1=NC=2NCCCC2C=C1)(C)C